C1(=CC=CC=C1)P(C(C1=C(C=C(C=C1C)C)C)=O)=O phenyl-2,4,6-trimethylbenzoylphosphine oxide